COC(C(C(=O)OC(C)(C)C)C1=NC=NC(=C1OC)Cl)=O (6-chloro-5-methoxypyrimidin-4-yl)malonic acid tert-butyl 3-methyl ester